6-(6-Oxa-3-azabicyclo[3.1.1]heptan-3-yl)-N-((R)-1-(3-(difluoromethyl)phenyl)ethyl)cinnolin-4-amine C12CN(CC(O1)C2)C=2C=C1C(=CN=NC1=CC2)N[C@H](C)C2=CC(=CC=C2)C(F)F